N-(3-Chloro-2-methylphenyl)-2-[(4-chlorophenyl)[4-[methyl(methylsulfonyl)amino]phenyl]methylene]-hydrazinecarboxamide ClC=1C(=C(C=CC1)NC(=O)NN=C(C1=CC=C(C=C1)N(S(=O)(=O)C)C)C1=CC=C(C=C1)Cl)C